4-(2-(6,12-dioxo-8-(3-(trifluoromethyl)phenyl)-3,4,6,11,12,12a-hexahydrobenzo[e]pyrazino[1,2-a][1,4]diazepin-2(1H)-yl)-2-oxoethoxy)-2,3,6-trimethylbenzonitrile O=C1C2=C(NC(C3N1CCN(C3)C(COC3=C(C(=C(C#N)C(=C3)C)C)C)=O)=O)C=CC(=C2)C2=CC(=CC=C2)C(F)(F)F